5-chloro-N-((1r,4r)-4-((3-(imidazo[1,5-a]pyridin-6-yl)-2-oxo-2,3-dihydro-1H-benzo[d]imidazol-1-yl)methyl)cyclohexyl)-2-methylnicotinamide ClC=1C=NC(=C(C(=O)NC2CCC(CC2)CN2C(N(C3=C2C=CC=C3)C=3C=CC=2N(C3)C=NC2)=O)C1)C